C(CCCCCCCC(CCCCCCCC)O)O heptadecane-1,9-diol